C(#N)C=1C(=NC=CC1)SC(CC(C#N)C#N)(CC)CC [2-[(3-cyano-2-pyridinyl)sulfanyl]-2-ethyl-butyl]malononitrile